methyl 2-[(1-methylpyrazol-3-yl)amino]thiazole-5-carboxylate CN1N=C(C=C1)NC=1SC(=CN1)C(=O)OC